FC=1C=C(C=CC1C)C1=CC(=CC=C1)C(=O)N1CCC(CC1)C (3'-fluoro-4'-methyl-[1,1'-biphenyl]-3-yl)(4-methylpiperidin-1-yl)methanone